COC1=CC=C(CN2N=C3C(=C(C2=O)C(F)(F)F)CCC3=O)C=C1 2-(4-methoxybenzyl)-4-(trifluoromethyl)-5,6-dihydro-2H-cyclopenta[C]pyridazine-3,7-dione